4-(2-(((R and S)-((S)-7-(1-methyl-1H-pyrazol-4-yl)-2,3-dihydro-1H-pyrido[2,3-b][1,4]oxazin-3-yl)(pyridin-3-yl)methyl)amino)ethyl)benzonitrile CN1N=CC(=C1)C1=CC2=C(O[C@@H](CN2)[C@@H](C=2C=NC=CC2)NCCC2=CC=C(C#N)C=C2)N=C1 |&1:14|